1-((2-acrylamidothiazol-5-yl)methyl)-N-(1-(naphthalen-2-yl)ethyl)piperidine-4-carboxamide C(C=C)(=O)NC=1SC(=CN1)CN1CCC(CC1)C(=O)NC(C)C1=CC2=CC=CC=C2C=C1